[C@H]12CC(C[C@H](CC1)N2)N2N=CC=1C2=NN=C(C1)C1=C(C=C(C=C1)C=1C=NNC1)O 2-(1-((1R,3s,5S)-8-azabicyclo[3.2.1]octan-3-yl)-1H-pyrazolo[3,4-c]pyridazin-5-yl)-5-(1H-pyrazol-4-yl)phenol